COC1=CC=C2C(=N1)C=C(N2)C=O 5-METHOXY-1H-PYRROLO[3,2-B]PYRIDINE-2-CARBALDEHYDE